[N+](=O)([O-])C1=CC=C(C=C1)OC(NC1=CC(=C(C=C1)C1=CN=C(S1)[C@@H]1CC[C@H](CC1)NC(=O)OC(C)C)S(NC(C)(C)C)(=O)=O)=O trans-N-[3-(tert-butylsulfamoyl)-4-[2-[4-(isopropoxycarbonylamino)cyclohexyl]thiazol-5-yl]phenyl]carbamic acid (4-nitrophenyl) ester